ClC1=NC(=CC(=N1)N1C(C2CC2C1)CO)Cl (3-(2,6-dichloropyrimidin-4-yl)-3-azabicyclo[3.1.0]hexan-2-yl)methanol